C1(CCCC1)OC1=CC=CC(=N1)C1=CC(=C(C(=C1)F)C(CCCC(=O)O)C)F 5-[4-(6-cyclopentyloxy-2-pyridyl)-2,6-difluoro-phenyl]hexanoic acid